C(#N)C1=CC=C(C=C1)C1=CC=C(C=C1)OCC1(CN(CC1)C(C1=CC=C(C=C1)OC)=O)C(=O)NO 3-(((4'-cyano-[1,1'-biphenyl]-4-yl)oxy)methyl)-N-hydroxy-1-(4-methoxybenzoyl)pyrrolidine-3-carboxamide